ONC(C(=C)CNC=1C=C(C2=C(CCO2)C1CO)C1=CC=C(C=C1)C(C)C)=O N-Hydroxy-2-(((4-(hydroxymethyl)-7-(4-isopropylphenyl)-2,3-dihydrobenzofuran-5-yl)amino)methyl)acrylamide